tert-butyl 4-(5-(3-chloro-4-(dimethylcarbamoyl)phenyl)-1,3,4-thiadiazol-2-yl)piperidine-1-carboxylate ClC=1C=C(C=CC1C(N(C)C)=O)C1=NN=C(S1)C1CCN(CC1)C(=O)OC(C)(C)C